5-chloro-8-((1-(2-(dimethylamino)ethyl)-1H-indol-6-yl)sulfonyl)-3-hydroxyquinazoline-2,4(1H,3H)-dione ClC1=C2C(N(C(NC2=C(C=C1)S(=O)(=O)C1=CC=C2C=CN(C2=C1)CCN(C)C)=O)O)=O